FC1=C(C=C(C=C1)F)C#CC=1C=C2CCC(C2=CC1)N1CC(C1)C(=O)O (5-((2,5-difluorophenyl)ethynyl)-2,3-dihydro-1H-inden-1-yl)azetidine-3-carboxylic acid